ClC1=NC=C(C(=C1)C1=NOC[C@H](N1)CC1=C(C=C(C=C1)C)C)OC1=CC(=CC=C1)C(F)(F)F |r| (5RS)-3-{2-chloro-5-[3-(trifluoromethyl)phenoxy]pyridin-4-yl}-5-(2,4-dimethylbenzyl)-5,6-dihydro-4H-1,2,4-oxadiazine